1-(2-((4-(1,5-dimethyl-1H-imidazol-2-yl)-2-methoxyphenyl)amino)-6-methylpyrido[3,4-d]pyrimidin-8-yl)-3-methylazetidine-3-carbonitrile CN1C(=NC=C1C)C1=CC(=C(C=C1)NC=1N=CC2=C(N1)C(=NC(=C2)C)N2CC(C2)(C#N)C)OC